C(CC)(=O)OCC=CC 2-buten-1-ol propionate